(2S,5S)-5-{(2S,3S)-2-[2-(2-Fluoro-ethoxy)-acetylamino]-3-methyl-pentanoylamino}-4-oxo-1,2,4,5,6,7-hexahydro-azepino[3,2,1-hi]indole-2-carboxylic acid benzylamide C(C1=CC=CC=C1)NC(=O)[C@H]1N2C3=C(C=CC=C3C1)CC[C@@H](C2=O)NC([C@H]([C@H](CC)C)NC(COCCF)=O)=O